C(#N)C=1N(C2=C(C(=CC(=C2C1)C)F)F)CCNC1=CC(=NC=N1)C1=CC(=C(S1)C(=O)O)OCC 5-{6-[2-(2-Cyano-6,7-difluoro-4-methyl-indol-1-yl)-ethylamino]-pyrimidin-4-yl}-3-ethoxy-thiophene-2-carboxylic acid